5-chloro-2-(difluoromethyl)-N-((1r,4r)-4-((3-(3-fluorothiophen-2-yl)-3-hydroxy-2-oxoindolin-1-yl)methyl)cyclohexyl)nicotinamide ClC=1C=NC(=C(C(=O)NC2CCC(CC2)CN2C(C(C3=CC=CC=C23)(O)C=2SC=CC2F)=O)C1)C(F)F